[1,1'-binaphthyl]-2,2'-dicarboxylic acid C=1(C(=CC=C2C=CC=CC12)C(=O)O)C=1C(=CC=C2C=CC=CC12)C(=O)O